succinimidyl-4-(2-pyridyldithio)pentanoate C1(CCC(N1C(C(=O)[O-])CC(C)SSC1=NC=CC=C1)=O)=O